FC1=CC=C2CCN(C2=C1)C(=O)Cl 6-fluoroindoline-1-carbonyl chloride